2-oxospiro[indole-3,3'-pyrrolidine]-5'-carbonitrile hydrochloride Cl.O=C1NC2=CC=CC=C2C12CNC(C2)C#N